C1(CC1)C1=C(C(=NO1)C1=C(C=CC=C1Cl)Cl)COC12CCC(CC1)(CC2)C#C 5-cyclopropyl-3-(2,6-dichlorophenyl)-4-(((4-ethynylbicyclo[2.2.2]oct-1-yl)oxy)methyl)isoxazole